7-diethylamino-coumarin-3-benzoate C(C)N(C1=CC=C2C=C(C(OC2=C1)=O)C1=CC=CC=C1C(=O)[O-])CC